3-(5-chloropyrimidin-2-yl)-N-((S)-2-(dimethylamino)-3-(4-hydroxy-2-methylphenyl)propyl)-3-(1-(trifluoromethyl)cyclopropyl)propanamide ClC=1C=NC(=NC1)C(CC(=O)NC[C@H](CC1=C(C=C(C=C1)O)C)N(C)C)C1(CC1)C(F)(F)F